C(CCC)(=O)OC=1C(=NC=CC1OC)C(N[C@H](C(=O)NN=C(C1=CC=C(C=C1)C)C1=CC=C(C=C1)C)C)=O (S)-2-((1-(2-(bis(4-methylphenyl)methylene)hydrazineyl)-1-oxopropan-2-yl)carbamoyl)-4-methoxypyridin-3-yl butyrate